2-(Trimethylsilyl)ethanthiol C[Si](CCS)(C)C